C[C@@H]1N(C[C@@H](C1)OC1=CC(=NC2=CC=CC=C12)C)CC1=CN=C(S1)NC(C)=O N-(5-(((2S,4R)-2-methyl-4-((2-methylquinolin-4-yl)oxy)pyrrolidin-1-yl)methyl)thiazol-2-yl)acetamide